C(C=C)(=O)N1CC(CC1)N1N=C(C2=CC=CC(=C12)C(=O)NC1COC1)C=1C=NC(=CC1)C(F)(F)F 1-(1-acryloylpyrrolidin-3-yl)-N-(oxetan-3-yl)-3-(6-(trifluorometh-yl)pyridin-3-yl)-1H-indazole-7-carboxamide